2-benzyl 1-(tert-butyl) (2S,4R)-4-fluoro-4-methylpyrrolidine-1,2-dicarboxylate F[C@@]1(C[C@H](N(C1)C(=O)OC(C)(C)C)C(=O)OCC1=CC=CC=C1)C